S(=O)(=O)([O-])[O-].C(CCCCCCCCCCCCCCCCC)[N+](C)(C)CCCCCCCC.C(CCCCCCCCCCCCCCCCC)[N+](CCCCCCCC)(C)C stearyl-octyl-dimethyl-ammonium sulfate